[NH+]=1CCCC1 3,4-dihydropyrrol-1-ium